Cl.CC1(CC(CNC1)C(=O)N)C 5,5-Dimethylpiperidine-3-carboxamide hydrochloride